3-methyl-1-(4-nitrophenyl)-4-(thiophen-2-ylmethylene)-1H-pyrazol-5(4H)-one CC1=NN(C(C1=CC=1SC=CC1)=O)C1=CC=C(C=C1)[N+](=O)[O-]